COC(NC1=NC=CC(=C1)C1=NC=C(C(=C1)C(F)F)OC[C@](CC(C)C)(CF)N)=O (R)-(5-((2-amino-2-(fluoromethyl)-4-methylpentyl)oxy)-4-(difluoromethyl)-[2,4'-bipyridinyl]-2'-yl)carbamic acid methyl ester